4-amino-N-propyl-8-(2-(trifluoromethyl)pyridin-3-yl)isoquinoline-3-carboxamide NC1=C(N=CC2=C(C=CC=C12)C=1C(=NC=CC1)C(F)(F)F)C(=O)NCCC